Cl.ClCC1=CN=C2C=C(C(NC2=C1)=O)CC 7-(chloromethyl)-3-ethyl-1,5-naphthyridin-2(1H)-one HCl